2,3,5-trimethylpyrazinecarboxylic acid CC1(NC=C(N=C1C)C)C(=O)O